OC1(CC(C1)C(=O)OC)C1=NC(=CC=C1)OC Methyl 3-hydroxy-3-(6-methoxypyridin-2-yl)cyclobutane-1-carboxylate